P(=O)(O)(O)O[C@H]1[C@H]([C@@H](O[C@@H]1CO)N1C(=O)NC(=O)C(=C1)C)OC O-methyl-5-methyluridine-3'-phosphate